OC1(C[C@H]2CC[C@@H](C1)N2C(=O)OC(C)(C)C)CN2CCOCC2 tert-butyl (1R,3r,5S)-3-hydroxy-3-(morpholinomethyl)-8-azabicyclo[3.2.1]octane-8-carboxylate